ClC1=C(C=CC=C1)NC=1C=C2C=NN(C2=CC1F)C=1C=C(SC1)C(=O)NC=1OCCN1 4-(5-((2-chlorophenyl)amino)-6-fluoro-1H-indazol-1-yl)-N-(4,5-dihydrooxazol-2-yl)thiophene-2-carboxamide